Cl.NC1=NC(=NN2C1=NC=C2CC=2C=C(C(=NC2)N2CCN(CC2)C(CNC)=O)C)OCCCC 1-(4-(5-((4-amino-2-butoxyimidazo[2,1-f][1,2,4]triazin-7-yl)methyl)-3-methylpyridin-2-yl)piperazin-1-yl)-2-(methylamino)ethan-1-one hydrochloride